COC(=O)C=1N(C2=C(CN(CC2)CC2=C(N=C(O2)C)C)N1)C.C[N+](CCC[Si](OC)(OC)OC)(C)C trimethyl(3-trimethoxysilylpropyl)azanium Methyl-5-((2,4-dimethyloxazol-5-yl)methyl)-1-methyl-4,5,6,7-tetrahydro-1H-imidazo[4,5-c]pyridine-2-carboxylate